C1(CCCCC1)CSC1=NC2=C(N1CC1=CC=C(C(=O)NCCCOC)C=C1)C=CC=C2 4-((2-((cyclohexylmethyl)thio)-1H-benzo[d]imidazol-1-yl)methyl)-N-(3-methoxypropyl)benzamide